F\C(=C/[C@H](C[C@@H]1C(NCC1)=O)NC(=O)[C@H]1N(C[C@@H]2[C@H]1CCC2)C(=O)C2(C1=CC=CC=C1C=1C=CC=CC21)O)\S(=O)(=O)C (1S,3aS,6aR)-N-((S,E)-4-fluoro-4-(methylsulfonyl)-1-((R)-2-oxopyrrolidin-3-yl)but-3-en-2-yl)-2-(9-hydroxy-9H-fluorene-9-carbonyl)octahydrocyclopenta[c]pyrrole-1-carboxamide